1-((3,3-difluorocyclobutyl)methyl)-3-(1,1-difluoropropan-2-yl)-4-methyl-1H-pyrazole FC1(CC(C1)CN1N=C(C(=C1)C)C(C(F)F)C)F